OC12C(=NC3=CN=CC=C3C1=O)N(CC2)C2=CC=C(C=C2)NS(=O)(=O)C(F)(F)F N-(4-{3a-hydroxy-4-oxo-1H,2H,3H,3aH,4H-pyrrolo[2,3-b]1,7-naphthyridin-1-yl}phenyl)-1,1,1-trifluoromethan-sulfonamide